NCCC1=CC=C(NCC2COC2)C=C1 4-(2-aminoethyl)-N-(oxetan-3-ylmethyl)aniline